7-(2-((5-(5H-pyrido[4,3-b]indol-7-yl)pyridin-2-yl)oxy)acetamido)-N-(4-(N-(3-(3-chloro-10,11-dihydro-5H-dibenzo[b,f]azepin-5-yl)propyl)sulfamoyl)phenyl)heptanamide C1=NC=CC=2NC=3C=C(C=CC3C21)C=2C=CC(=NC2)OCC(=O)NCCCCCCC(=O)NC2=CC=C(C=C2)S(NCCCN2C1=C(CCC3=C2C=CC=C3)C=CC(=C1)Cl)(=O)=O